N1N=NN=C1C1=CC=C(C=C1)C1CCNCC1 4-[4-(1H-1,2,3,4-tetrazol-5-yl)phenyl]piperidin